C1(CC1)NC=1C2=C(N=C(N1)C1=C(C=CC=C1)C)NC(=C2)C N-cyclopropyl-6-methyl-2-(o-tolyl)7H-pyrrolo[2,3-d]pyrimidiN-4-amine